(5-fluoropyrimidin-2-yl)-2-methoxyaniline FC=1C=NC(=NC1)NC1=C(C=CC=C1)OC